ethyl 2-(2,5-difluorophenyl)-2,2-difluoroacetate FC1=C(C=C(C=C1)F)C(C(=O)OCC)(F)F